CC(=C)C1CC=CCC1 4-(1-methylvinyl)-1-cyclohexene